6-(1-(1-(Cyclopropylmethyl)azepan-4-yl)piperidin-4-yl)-4-fluoro-1-methyl-2-(4-(methylsulfonyl)phenyl)-1H-benzo[d]imidazol C1(CC1)CN1CCC(CCC1)N1CCC(CC1)C=1C=C(C2=C(N(C(=N2)C2=CC=C(C=C2)S(=O)(=O)C)C)C1)F